5-bromo-2-hydroxy-3-((3-(4-hydroxyphenyl)-1-methoxy-1-oxopropan-2-ylimino)methyl)-phenyl 3-methyl-benzoate CC=1C=C(C(=O)OC2=C(C(=CC(=C2)Br)C=NC(C(=O)OC)CC2=CC=C(C=C2)O)O)C=CC1